F[C@@H]1CN(C[C@@H](C1)NC=1C(N(C(=NN1)C1=C(C=C(C=C1)C(F)(F)F)OC)C)=O)C(=O)OC(C)(C)C tert-Butyl (3S,5R)-3-fluoro-5-((3-(2-methoxy-4-(trifluoromethyl)phenyl)-4-methyl-5-oxo-4,5-dihydro-1,2,4-triazin-6-yl)amino)piperidine-1-carboxylate